OCCOC=1C2=CC=CC=C2C=2C=C(C=CC2C1)C1(C2=CC(=CC=C2C=2C=CC(=CC12)C=1C2=CC=CC=C2C=2C=CC=CC2C1)C=1C2=CC=CC=C2C=2C=CC=CC2C1)C=1C=CC=2C=C(C3=CC=CC=C3C2C1)OCCO 9,9-bis[9-(2-hydroxyethoxy)-3-phenanthryl]-2,7-di(9-phenanthryl)fluorene